(2-(2-((2-(4-bromophenyl)-2,2-difluoroethyl)amino)-2-oxoethoxy)phenyl)phosphonic acid BrC1=CC=C(C=C1)C(CNC(COC1=C(C=CC=C1)P(O)(O)=O)=O)(F)F